dineopentyl-2,3-bis(2-ethylbutyl)succinate C(C(C)(C)C)OC(C(C(C(=O)OCC(C)(C)C)CC(CC)CC)CC(CC)CC)=O